ClC=1C(=CC=C2N=CC(=NC12)C=1C=NN(C1)CC1CC(C1)=O)OC1=C(C2=C(N=C(N2COCC[Si](C)(C)C)C)C=C1)F 3-[[4-[8-chloro-7-[4-fluoro-2-methyl-3-(2-trimethylsilylethoxymethyl)benzimidazol-5-yl]oxy-quinoxalin-2-yl]pyrazol-1-yl]methyl]cyclobutanone